C(C)(C)C=1C2=C(NC1C=1C=C(C=3N(C1)N=CN3)C)SC(=C2C)C2C[C@@H]3[C@@H](CN(C3)CC(=O)N)C2 2-((3aR,6aS)-5-(4-isopropyl-3-methyl-5-(8-methyl-[1,2,4]triazolo[1,5-a]pyridin-6-yl)-6H-thieno[2,3-b]pyrrol-2-yl)hexahydrocyclopenta[c]pyrrol-2(1H)-yl)acetamide